1-(4-carboxyphenyl)-pyrazole-3-formate C(=O)(O)C1=CC=C(C=C1)N1N=C(C=C1)C(=O)[O-]